COC[C@@H]1OC1 (R)-2-(methoxymethyl)oxirane